3-(2-hydroxyphenyl)-6-methyl-coumarin OC1=C(C=CC=C1)C=1C(OC2=CC=C(C=C2C1)C)=O